CC[C@H]([C@H](CCC)O)O (3R,4S)-heptane-3,4-diol